C(=O)[O-].C(C)N(SS[Cu+])CC diethylaminodithio-copper formate